C(C1=CC=CC=C1)N(C(C1=CC=C(C=C1)NC(C1=C(C=CC=C1)C)=O)=O)C1=CC=C(C=C1)F N-benzyl-N-(4-fluorophenyl)-4-(2-methylbenzamido)benzamide